methyl 2-(3-benzylpyrrolidin-1-yl)-2-methylpropionate C(C1=CC=CC=C1)C1CN(CC1)C(C(=O)OC)(C)C